P(=O)(O)(O)O.N1C=CC=C1.N1C=CC=C1.N1C=CC=C1.N1C=CC=C1 tetrapyrrole phosphate